C1(CCC1)NC1CN(CC1)C1=CC=C2C(=N1)OCC=1C=C(C=CC12)C1=CN=NC(=C1)OC N-cyclobutyl-1-[8-(6-methoxypyridazin-4-yl)-6H-isochromeno[3,4-b]pyridin-3-yl]pyrrolidin-3-amine